C(=O)(O)C1=CC=C(C=C1)NC([C@H](C[C@@H]1[C@H](C1)C)C1=[N+](C=C(C=C1)C1=C(C(=CC=C1OC(F)F)Cl)F)[O-])=O 2-((R)-1-((4-carboxyphenyl)amino)-3-((1R,2S)-2-methylcyclopropyl)-1-oxopropan-2-yl)-5-(3-chloro-6-(difluoromethoxy)-2-fluorophenyl)pyridine 1-oxide